N-[[3-(4-chlorophenyl)-1,2-oxazol-5-yl]methyl]acetamid ClC1=CC=C(C=C1)C1=NOC(=C1)CNC(C)=O